3-methyl-2-(4-{[(3R)-1-methylpiperidin-3-yl]amino}phthalazin-1-yl)phenol CC=1C(=C(C=CC1)O)C1=NN=C(C2=CC=CC=C12)N[C@H]1CN(CCC1)C